Thiazole-5-ylboronic acid S1C=NC=C1B(O)O